1-Ethyl-5-[5-(ethylamino)-3-fluoropyridin-2-yl]pyrazole-4-carboxylic acid C(C)N1N=CC(=C1C1=NC=C(C=C1F)NCC)C(=O)O